((2-(((5S,8S,10aR)-3-acetyl-8-(benzhydrylcarbamoyl)-6-oxodecahydropyrrolo[1,2-a][1,5]diazocin-5-yl)carbamoyl)-1H-indol-5-yl)difluoromethyl)phosphonic acid C(C)(=O)N1CC[C@@H]2N(C([C@H](C1)NC(=O)C=1NC3=CC=C(C=C3C1)C(F)(F)P(O)(O)=O)=O)[C@@H](CC2)C(NC(C2=CC=CC=C2)C2=CC=CC=C2)=O